C(C1=CC=CC=C1)N1N=CC(=N1)C1=CC=C(C=C1)C(F)(F)F 2-Benzyl-4-(4-(trifluoromethyl)phenyl)-2H-1,2,3-triazole